N1C(CCC2=CC=CC=C12)C1=CC=C(C=C1)NC(C)=O N-(4-(1,2,3,4-tetrahydroquinoline-2-yl)phenyl)acetamide